(4aR,8aS)-6-[6-[[5-(trifluoromethyl)-1,2,4-oxadiazol-3-yl]methyl]-2-azaspiro[3.3]heptane-2-carbonyl]-4,4a,5,7,8,8a-hexahydropyrido[4,3-b][1,4]oxazin-3-one FC(C1=NC(=NO1)CC1CC2(CN(C2)C(=O)N2C[C@@H]3[C@@H](OCC(N3)=O)CC2)C1)(F)F